8-(3-(2,5-dioxo-2,5-dihydro-1H-pyrrol-1-yl)-propanamido)-5-isopropyl-2-methyl-4,7,11,39-tetraoxo-15,18,21,24,27,30,33,36-octaoxa-3,6,12,40-tetraazatetratetracontan-1-oic acid O=C1N(C(C=C1)=O)CCC(=O)NC(C(NC(C(NC(C(=O)O)C)=O)C(C)C)=O)CCC(NCCOCCOCCOCCOCCOCCOCCOCCOCCC(NCCCC)=O)=O